C=1(C(=CC=CC1)C(=O)OC([C@@H](O)[C@H](O)C(=O)OC(=O)C=1C(=CC=CC1)C)=O)C di-O-toluoyl-D-tartaric acid